C1(CCCCC1)(C1=CC=C(N(C2=CC=C(C=C2)C)C2=CC=C(C=C2)C)C=C1)C1=CC=C(N(C2=CC=C(C=C2)C)C2=CC=C(C=C2)C)C=C1 4,4'-cyclohexylidene-bis[N,N-bis(4-methylphenyl)aniline]